FC=1C=C(CNC=2NC(=C(N2)C=2C=C3C=NN(C3=CC2)C)C2=NC(=CC=C2)C)C=CC1F N-(3,4-difluorobenzyl)-4-(1-methyl-1H-indazol-5-yl)-5-(6-methylpyridin-2-yl)-1H-imidazol-2-amine